4-(3-(3-chloro-4-methylphenoxy)-5-methylphenyl)-6-methyl-7-oxo-N-(3,3,3-trifluoropropyl)-6,7-dihydro-1H-pyrrolo[2,3-c]pyridine-2-carboxamide ClC=1C=C(OC=2C=C(C=C(C2)C)C=2C3=C(C(N(C2)C)=O)NC(=C3)C(=O)NCCC(F)(F)F)C=CC1C